2-(2-iodoethoxy)acetic acid ICCOCC(=O)O